rac-(1S,3R,5R)-3-acetoxy-6,6-difluoro-8-azabicyclo[3.2.1]octane-8-carboxylic acid tert-butyl ester C(C)(C)(C)OC(=O)N1[C@H]2C[C@H](C[C@@H]1C(C2)(F)F)OC(C)=O |r|